COC=1C=C2C=CN(C2=CC1C1=CC(=NC=C1C(=O)O)C)C 4-(5-methoxy-1-methyl-1H-indol-6-yl)-6-methylnicotinic acid